NC1=C(SC2=NC(=CC=C21)C)C(=O)N[C@@H]2CC=1C=CC(=NC1CC2)N2C[C@@H]([C@H](C2)OC(C)C)N 3-amino-N-[(6S)-2-[(3S,4S)-3-amino-4-(propan-2-yloxy)pyrrolidin-1-yl]-5,6,7,8-tetrahydroquinolin-6-yl]-6-methylthieno[2,3-b]pyridine-2-carboxamide